5-[(4R,8R,9aS)-8-[3-[4-[(3R,4S)-3-amino-4-methoxy-pyrrolidin-1-yl]phenyl]azetidin-1-yl]-4-methyl-1,3,4,6,7,8,9,9a-octahydropyrido[1,2-a]pyrazin-2-yl]quinoline-8-carbonitrile N[C@@H]1CN(C[C@@H]1OC)C1=CC=C(C=C1)C1CN(C1)[C@H]1C[C@@H]2N([C@@H](CN(C2)C2=C3C=CC=NC3=C(C=C2)C#N)C)CC1